C(=O)(O)COC1=C(C=CC(=C1)OCC=C(C)C)C(/C=C/C1=CC(=C(OCC(=O)O)C=C1)OC)=O 2-[4-[(E)-3-[2-(Carboxymethoxy)-4-(3-methylbut-2-enoxy)phenyl]-3-oxoprop-1-enyl]-2-methoxyphenoxy]acetic acid